(+-)-6-methyl-2-(3-((2-(trifluoromethyl)phenoxy)methyl)piperidin-1-yl)pyrimidine-4-carboxylic acid CC1=CC(=NC(=N1)N1C[C@@H](CCC1)COC1=C(C=CC=C1)C(F)(F)F)C(=O)O |r|